5,6,7,8-tetrahydropyrido[2,3-d]pyrimidine-2,4-diol N1=C(N=C(C2=C1NCCC2)O)O